C(C)(C)(C)OC(=O)N1[C@@H](CN(C[C@@H]1C)C1=NC=C(N=C1)NC(=O)C=1C(=NC=2N(C1)C=C(N2)C)OCC)C (2r,6s)-4-(5-(7-ethoxy-2-methylimidazo[1,2-a]pyrimidine-6-carboxamido)pyrazin-2-yl)-2,6-dimethylpiperazine-1-carboxylic acid tert-butyl ester